2-(2-(ethylthio)-5-methyl-1H-pyrrol-1-yl)pyridine C(C)SC=1N(C(=CC1)C)C1=NC=CC=C1